FC1=CC=C(C=C1)CCNC(=O)C1C(C2=CC=C(C=C2C1=O)S(=O)(=O)C=1C=C2C(C(C(C2=CC1)=O)C(NCCC1=CC=C(C=C1)F)=O)=O)=O N-[2-(4-fluorophenyl)ethyl]-5-[(2-{[2-(4-fluorophenyl)ethyl]carbamoyl}-1,3-dioxo-2,3-dihydro-1H-inden-5-yl)sulfonyl]-1,3-dioxo-2,3-dihydro-1H-indene-2-carboxamide